8-(3,4-difluoro-2-methylphenyl)-9-(4-((1-(3,3-difluoropropyl)azetidin-3-yl)methyl)phenyl)-6,7-dihydro-5H-benzo[7]annulene-3-carboxylic acid FC=1C(=C(C=CC1F)C=1CCCC2=C(C1C1=CC=C(C=C1)CC1CN(C1)CCC(F)F)C=CC(=C2)C(=O)O)C